CC1CCC(CC1)C(COC)(COC)CCC(C)C 2-(4-methylcyclohexyl)-2-isopentyl-1,3-dimethoxypropane